5-bromo-1-(4-methoxybenzyl)-1H-spiro[benzo[c]isothiazole-3,1'-cyclopropane] 2,2-dioxide BrC1=CC2=C(N(S(C23CC3)(=O)=O)CC3=CC=C(C=C3)OC)C=C1